(4-(7-(cyclohexylamino)pyrazolo[1,5-a]pyrimidin-5-yl)phenyl)acetamide C1(CCCCC1)NC1=CC(=NC=2N1N=CC2)C2=CC=C(C=C2)CC(=O)N